FC(COC(=O)N1[C@H]([C@]2(CN(CC(N2)=O)C)CCC1)COC1CCC(CC1)C1=CC=CC=C1)F |o1:7,8| 2,2-difluoroethyl-rel-(6R,7R)-4-methyl-2-oxo-7-({[(1s,4s)-4-phenylcyclohexyl]oxy} methyl)-1,4,8-triazaspiro[5.5]undecane-8-carboxylate